C(#N)C=1C=CC(=C2C(=CNC12)C=1CN(CCC1)C(=O)OC(C)(C)C)F tert-Butyl 3-(7-cyano-4-fluoro-1H-indol-3-yl)-5,6-dihydro-2H-pyridine-1-carboxylate